(pyridazine-4-yl)methanone N1=NC=C(C=C1)C=O